FC(C(=O)OC1=C(C(=C(C(=C1F)F)F)F)F)(F)F perfluorophenyl 2,2,2-trifluoroacetate